(2S,3S)-2-Benzoylamino-3-methyl-pentanoic acid methyl ester COC([C@H]([C@H](CC)C)NC(C1=CC=CC=C1)=O)=O